FC(C1=CC=C(NO)C=C1)(F)F 4-(trifluoromethyl)anilinol